N-cyanopropanamide C(#N)NC(CC)=O